3-(((allyloxy)carbonyl)amino)propionic acid C(C=C)OC(=O)NCCC(=O)O